C(CC=C)O[C@H]1CN(CC1)C(=O)OC(C)(C)C tert-butyl (3R)-3-but-3-enoxypyrrolidine-1-carboxylate